(3-chloropropyl)-5-(difluoromethyl)pyrrolidine-1,2-dicarboxylic acid 1-(tert-butyl) 2-ethyl ester CCOC(=O)C1(N(C(CC1)C(F)F)C(=O)OC(C)(C)C)CCCCl